tert-butyl 4-(((3-(4-decylphenyl)-1,2,4-oxadiazol-5-yl)methyl)carbamoyl)piperidine-1-carboxylate C(CCCCCCCCC)C1=CC=C(C=C1)C1=NOC(=N1)CNC(=O)C1CCN(CC1)C(=O)OC(C)(C)C